(isobutyl-cyclopentadienyl)tris(dimethylamino)zirconium C(C(C)C)C1(C=CC=C1)[Zr](N(C)C)(N(C)C)N(C)C